2-isoindolin-2-ylmethyl-4H-pyran-4-one C1N(CC2=CC=CC=C12)CC=1OC=CC(C1)=O